(((1r,4r)-4-((tert-butoxycarbonyl)amino)cyclohexyl)oxy)benzoic acid methyl ester COC(C1=C(C=CC=C1)OC1CCC(CC1)NC(=O)OC(C)(C)C)=O